(4-ethylbenzyl)-1H-imidazole-2-carboxylic acid C(C)C1=CC=C(CN2C(=NC=C2)C(=O)O)C=C1